N-(2-(4-(((1-methyl-5-(trifluoromethyl)-1H-indol-2-yl)methyl)amino)butoxy)ethyl)-6-(4H-1,2,4-triazol-4-yl)-1H-indazol-4-amine CN1C(=CC2=CC(=CC=C12)C(F)(F)F)CNCCCCOCCNC=1C=2C=NNC2C=C(C1)N1C=NN=C1